C(C)OC(CCC1=CN=C(N1CC1OCC1)C=O)=O 3-(2-formyl-1-(oxetan-2-ylmethyl)-1H-imidazol-5-yl)propionic acid ethyl ester